NC[C@H](CC(=O)O)C[C@H](C)OC1=CC=C(C=C1)[N+](=O)[O-] (3s,5s)-3-aminomethyl-5-(4-nitro-phenoxy)-hexanoic acid